allyl-tris(phenethyl)-phenyl ether C(C=C)C=1C(=C(C(=C(C1)OC1=C(C(=C(C(=C1)CC=C)CCC1=CC=CC=C1)CCC1=CC=CC=C1)CCC1=CC=CC=C1)CCC1=CC=CC=C1)CCC1=CC=CC=C1)CCC1=CC=CC=C1